1,6-dimethyl-5-(4,4,5,5-tetramethyl-1,3,2-dioxaborolan-2-yl)-1,2-dihydropyridin-2-one CN1C(C=CC(=C1C)B1OC(C(O1)(C)C)(C)C)=O